C(C)(=O)OCCC1(C=CC(C1C)=C)C 2-(1,5-dimethyl-4-methylenecyclopent-2-en-1-yl)ethyl acetate